(cis)-6-benzyl 1-tert-butyl 3-oxohexahydro-1H-pyrrolo[2,3-c]pyridine-1,6(2H)-dicarboxylate O=C1CN([C@@H]2CN(CC[C@@H]21)C(=O)OCC2=CC=CC=C2)C(=O)OC(C)(C)C